C(C)NC1=CC2=C(C(N(N=C2C(C)C)CC(=O)OCC)=O)S1 Ethyl 2-(2-(ethylamino)-4-isopropyl-7-oxothieno[2,3-d]pyridazin-6(7H)-yl)acetate